({4-[(2S)-2-{[8-(trifluoromethyl)quinazolin-4-yl]amino}propyl]piperazin-1-yl}sulfonyl)-2,3-dihydro-1,3-benzothiazol-2-one FC(C=1C=CC=C2C(=NC=NC12)N[C@H](CN1CCN(CC1)S(=O)(=O)N1C(SC2=C1C=CC=C2)=O)C)(F)F